4-[4-cyano-2-({[(2'R,4S)-6-(2-oxo-1-pyrrolidinyl)-2,3-dihydrospiro[chromen-4,1'-cyclopropane]-2'-yl]carbonyl}amino)phenyl]butanoic acid C(#N)C1=CC(=C(C=C1)CCCC(=O)O)NC(=O)[C@H]1[C@]2(C1)CCOC1=CC=C(C=C12)N1C(CCC1)=O